(6-cyclopropyl-8-(4-methylpiperazin-1-yl)imidazo[1,2-a]pyridin-2-yl)methanamine hydrochloride Cl.C1(CC1)C=1C=C(C=2N(C1)C=C(N2)CN)N2CCN(CC2)C